ClC1=NC=C2NC(N(C2=N1)C1CC2(C1)CC(C2)O)=O 2-chloro-9-(6-hydroxy-spiro[3.3]heptan-2-yl)-7,9-dihydro-8H-purin-8-one